((2-amino-9-((2R,3R,5S)-3-hydroxy-5-(hydroxymethyl)tetrahydrofuran-2-yl)-8-oxo-8,9-dihydro-7H-purin-7-yl)methyl)benzoic acid NC1=NC=C2N(C(N(C2=N1)[C@@H]1O[C@@H](C[C@H]1O)CO)=O)CC1=C(C(=O)O)C=CC=C1